sodium (5-(((tert-butyldimethylsilyl) oxy) methyl)-1-methyl-1H-pyrazol-3-yl) methanesulfinate CS(=O)OC1=NN(C(=C1)CO[Si](C)(C)C(C)(C)C)C.[Na]